COC1=C(C=CC(=N1)S(=O)(=O)N(C)C)NC1=NNC2=CC(=CC=C12)[C@@H]1C[C@@]12C(NC1=CC=C(C=C21)OC)=O 6-methoxy-5-({6-[(1R,2S)-5'-methoxy-2'-oxo-1',2'-dihydrospiro[cyclopropane-1,3'-indol]-2-yl]-1H-indazol-3-yl}amino)-N,N-dimethylpyridine-2-sulfonamide